N-(4-(aminomethyl)phenyl)-6-methoxy-1-hydroxy-2-naphthamide NCC1=CC=C(C=C1)NC(=O)C1=C(C2=CC=C(C=C2C=C1)OC)O